Tert-butyl (3S)-3-(6-methylpyrazin-2-yl)isoxazolidine-2-carboxylate CC1=CN=CC(=N1)[C@H]1N(OCC1)C(=O)OC(C)(C)C